N-[5-(5-Cyclopropyl-4H-1,2,4-triazol-3-yl)-4-fluoro-2-methylphenyl]-6-ethylpyrazolo[1,5-a]pyridine-3-carboxamide C1(CC1)C=1NC(=NN1)C=1C(=CC(=C(C1)NC(=O)C=1C=NN2C1C=CC(=C2)CC)C)F